C(C)(C)[C@@H]1[C@H](C[C@H](CC1)C)OC1=CC=C(C=C1)C1=CC=C(C=C1)O 4'-(((1S,2R,5S)-2-isopropyl-5-methylcyclohexyl)oxy)-[1,1'-biphenyl]-4-ol